C1(=CC=CC=C1)C(CN)N phenyl-ethane-1,2-diamine